(5-(2-((3S,5R)-3,5-Dimethylmorpholine-4-carbonyl)-4-fluorophenoxy)pyrimidin-4-yl)-2,7-diazaspiro[3.5]nonane-7-carboxylic acid tert-butyl ester C(C)(C)(C)OC(=O)N1CCC2(CNC2C2=NC=NC=C2OC2=C(C=C(C=C2)F)C(=O)N2[C@H](COC[C@H]2C)C)CC1